bis(disilylphosphanyl)silane [SiH3]P([SiH3])[SiH2]P([SiH3])[SiH3]